(R)-4-(benzyloxy)-3-((octadecyloxy)methyl)butanal Osmium [Os].C(C1=CC=CC=C1)OC[C@H](CC=O)COCCCCCCCCCCCCCCCCCC